S(=O)(=O)(C1=CC=C(C)C=C1)OCC1C[C@H]2CC[C@@H](C1)N2C(=O)[O-] (1R,5S)-3-((tosyloxy) methyl)-8-azabicyclo[3.2.1]octane-8-carboxylate